CN1C(=NN=N1)SCC2=C(N3[C@@H]([C@@](C3=O)(NC(=O)CSCC#N)OC)SC2)C(=O)[O-].[Na+] The molecule is an organic sodium salt that is the sodium salt of cefmetazole. It has a role as an antimicrobial agent. It contains a cefmetazole(1-).